NC=1OC2=CC(=CC=C2C(C1C#N)C1=CC(=CC=C1)OC)OC 2-amino-7-methoxy-4-(3-methoxyphenyl)-4H-chromene-3-carbonitrile